3-Glycidoxypropyl-methyldiethoxysilan C(C1CO1)OCCC[Si](OCC)(OCC)C